CN1OC(C2C1C(CC(C2)(C2=C(C=CC=C2)C)C)C)(C)C 1,3,3,5,7-Pentamethyl-5-(o-tolyl)octahydrobenzo[c]isoxazol